CN1C(OC2=C1C=CC(=C2)C2N(CCOC2)C(=O)NCCCCC2=CC=CC=C2)=O 3-(3-methyl-2-oxo-1,3-benzoxazol-6-yl)-N-(4-phenylbutyl)morpholine-4-carboxamide